3-chloro-2-(chloromethyl)-1-phenyl-propan-1-one ClCC(C(=O)C1=CC=CC=C1)CCl